4-methyl-1-(2,2,2-trifluoroethyl)piperidine-4-carboxylic acid CC1(CCN(CC1)CC(F)(F)F)C(=O)O